N(N)C1=NC=NC2=C1N=CN=C2NC2=CC(=CC=C2)OC 8-hydrazineyl-N-(3-methoxyphenyl)pyrimido[5,4-d]pyrimidin-4-amine